N-(7-(N-(1-methylcyclopropyl)sulfamoyl)quinoxalin-2-yl)bicyclo[1.1.0]butane-1-carboxamide CC1(CC1)NS(=O)(=O)C1=CC=C2N=CC(=NC2=C1)NC(=O)C12CC2C1